FC1=CC=CC=2C(=N[C@@H](C(NC21)=O)NC(=O)C=2C(=NN1C2S(CCCC1)(=O)=O)C1=C(C=CC=C1)F)C1=CC=CC=C1 N-[(3S)-9-fluoro-2-oxo-5-phenyl-2,3-dihydro-1H-1,4-benzodiazepin-3-yl]-2-(2-fluorophenyl)-4,4-dioxo-5H,6H,7H,8H-4λ6-pyrazolo[3,2-b][1,3]thiazepine-3-carboxamide